CC(C(=O)C1=CC=C(C=C1)[C@H](C(=O)O)C)C |r| (2RS)-2-[4-(2-methylpropanoyl)phenyl]propionic acid